O=CCCCC(=O)OC methyl 5-oxopentanoate